CC1=C(C[C@H]2NC(=NOC2)C2=CC(=NC=C2OC2=CC(=CC=C2)C(F)(F)F)C(F)(F)F)C=CC(=C1)C |r| (5RS)-5-(2,4-dimethylbenzyl)-3-{2-(trifluoromethyl)-5-[3-(trifluoromethyl)phenoxy]pyridin-4-yl}-5,6-dihydro-4H-1,2,4-oxadiazine